7-bromo-2',3',5',6'-tetrahydrospiro[benzo[B][1,4]oxazine-2,4'-pyran]-3(4H)-one BrC=1C=CC2=C(OC3(CCOCC3)C(N2)=O)C1